F[Sb-](F)(F)(F)(F)F.C1(=CC=CC=C1)C=1C(=C(C=CC1)[SH+]C=1C=CSC1)C1=CC=CC=C1 diphenyl-(4-thiophenyl)phenylsulfonium hexafluoroantimonate